CN(C1=NC(=CC(=N1)C)N1CCN(CC1)CC=1N=C(SC1)C1=CC=C(C=C1)C(C)C)C N,N,4-trimethyl-6-[4-({2-[4-(propan-2-yl)phenyl]-1,3-thiazol-4-yl}methyl)piperazin-1-yl]pyrimidin-2-amine